(1rs,4rs)-4-phenyl-1,2,3,4-tetrahydro-N-methyl-1-naphthylamine C1(=CC=CC=C1)[C@H]1CC[C@H](C2=CC=CC=C12)NC |r|